C1(C=CC=C1)[Ti](C1=C(C(=CC=C1F)N(CC)S(=O)(=O)C1=CC=C(C=C1)C)F)(C1=C(C(=CC=C1F)N(CC)S(=O)(=O)C1=CC=C(C=C1)C)F)C1C=CC=C1 bis(cyclopentadienyl)bis[2,6-difluoro-3-(N-ethyl-(4-tolylsulfonyl)amino)phenyl]titanium